S(=O)(=O)([O-])[O-].[Na+].C(CCCCCCCCCCCCCCCCC)OC1=CC=CC=C1.[Na+] octadecylphenyl ether sodium sulfate